3-[(2-chlorophenyl)methoxy]pyridin-2-amine ClC1=C(C=CC=C1)COC=1C(=NC=CC1)N